N-(1H-Indazol-5-yl)-3-(5-(3-methoxyphenyl)pyridin-3-yl)-3a,4,5,6,7,7a-hexahydro-4,7-methanobenzo[d]isoxazole-7a-carboxamide N1N=CC2=CC(=CC=C12)NC(=O)C12C(C(=NO1)C=1C=NC=C(C1)C1=CC(=CC=C1)OC)C1CCC2C1